NC1=C(C=NC(=C1Cl)Br)NC(=O)C=1NC=C(C1)C(C1=C(N=CC=C1)C(F)(F)F)=O N-(4-amino-6-bromo-5-chloropyridin-3-yl)-4-(2-(trifluoromethyl)nicotinoyl)-1H-pyrrole-2-carboxamide